tert-butyl 3-(4-((4-([1,2,4]triazolo[1,5-a]pyridin-7-yloxy)-3-methylphenyl)amino)quinazolin-6-yl)piperidine-1-carboxylate N=1C=NN2C1C=C(C=C2)OC2=C(C=C(C=C2)NC2=NC=NC1=CC=C(C=C21)C2CN(CCC2)C(=O)OC(C)(C)C)C